(R)- and (S)-chloropropionic acid Cl[C@@H](C(=O)O)C |r|